(1r,3r)-N-((6-fluoroisoquinolin-5-yl)methyl)-3-(naphthalen-2-yloxy)cyclobutan-1-amine hydrochloride Cl.FC=1C(=C2C=CN=CC2=CC1)CNC1CC(C1)OC1=CC2=CC=CC=C2C=C1